Chloro-N-hydroxy-2-oxopropanamide ClCC(C(=O)NO)=O